NC=1C=C(C=NC1C(F)(F)F)NC(OC(C)(C)C)=O tert-butyl (5-amino-6-(trifluoromethyl)pyridin-3-yl)carbamate